(4S)-6-((E)-4-aminohex-2-enoyl)-4-(2-(1-ethyl-3-(trifluoromethyl)-1H-pyrazol-4-yl)phenyl)-4,5,6,7-tetrahydrothieno[2,3-c]pyridine-2-carbonitrile NC(/C=C/C(=O)N1CC2=C([C@@H](C1)C1=C(C=CC=C1)C=1C(=NN(C1)CC)C(F)(F)F)C=C(S2)C#N)CC